tert-butyl (E)-(1-(3-(3-(2-cyclopropyl-6-(trifluoromethyl)pyridin-4-yl)-1H-1,2,4-triazol-1-yl)-2-(pyrimidin-5-yl)acryloyl)azetidin-3-yl)carbamate C1(CC1)C1=NC(=CC(=C1)C1=NN(C=N1)/C=C(/C(=O)N1CC(C1)NC(OC(C)(C)C)=O)\C=1C=NC=NC1)C(F)(F)F